C1(=CC(=CC=C1)N1N=CC(=C1)C(=O)O)C 1-(m-tolyl)pyrazole-4-carboxylic acid